Ethyl 7-(N-hexyl-N-octylsulfamoyl)heptanoate C(CCCCC)N(S(=O)(=O)CCCCCCC(=O)OCC)CCCCCCCC